C[C@]12C(C([C@@](C(=C1C1=CC=CC=C1)C1=CC=CC=C1)(C2=O)C)S(=O)(=O)C2=CC=CC=C2)C(C2(CC2)C(=O)O)C2(CC2)C(=O)O.FC2(CCNCC2)F 4,4-Difluoropiperidine ((1S,4S)-1,4-Dimethyl-7-oxo-5,6-diphenyl-3-(phenylsulfonyl)bicyclo[2.2.1]hept-5-en-2-yl)methylenedicyclopropanecarboxylate